C(C)(C)C1=CC=C(C=C1)C1=CC(=CC(=C1)C(N[C@H](CC)C1=CC=CC=C1)=O)/C=C/C(=O)OC Methyl (R,E)-3-(4'-isopropyl-5-((1-phenylpropyl)carbamoyl)-[1,1'-biphenyl]-3-yl)acrylate